CN1N=C(C=C1)C1=C(C#N)C=CC(=C1)N1CCC(CC1)C(F)(F)F 2-(1-methyl-1H-pyrazol-3-yl)-4-(4-(trifluoromethyl)piperidin-1-yl)benzonitrile